The molecule is an arenesulfonic acid that is 5-chloro-2-(pyrazol-1-yl)benzene-1-sulfonic acid in which the pyrazole ring is substituted by methyl, 4-(tosyloxy)phenyldiazenyl and hydroxy groups at positions 3, 4, and 5 respctively. The monosodium salt is the biological stain 'Milling yellow 3G'. It has a role as a histological dye. It is an arenesulfonic acid, a member of azobenzenes, a heteroaryl hydroxy compound, a member of pyrazoles, a tosylate ester and a member of monochlorobenzenes. It is a conjugate acid of a Milling yellow 3G(1-). CC1=CC=C(C=C1)S(=O)(=O)OC2=CC=C(C=C2)N=NC3=C(NN(C3=O)C4=C(C=C(C=C4)Cl)S(=O)(=O)O)C